C1CC2(CC1CC2N)N norbornanediamine